C(C)(C)(C)OC(=O)N1CCOC2=C1C=CC=C2N2CCC(CC2)(O)C(=O)OCC2=CC=CC=C2 8-(4-benzyloxycarbonyl-4-hydroxy-1-piperidinyl)-2,3-dihydro-1,4-benzoxazine-4-carboxylic acid tert-butyl ester